C(C1=CC=CC=C1)C(CCC1=CC=CC=C1)(C(F)(F)F)C1=CC=C(C#N)C=C1 4-(1-benzyl-3-phenyl-1-trifluoromethyl-propyl)benzonitrile